C(C)(C)(C)OC(N(C)CC1=CN=C2N1C=C(C=C2)C2=C(C(=C(C=C2)F)F)OCCC=2C(=NN(C2C)C)C(C)=O)=O.O(C2=CC=CC=C2)C(CC2=CC=CC=C2)C 2-phenoxyl-propyl-benzene tert-butyl-((6-(2-(2-(3-acetyl-1,5-dimethyl-1H-pyrazol-4-yl)ethoxy)-3,4-difluorophenyl)imidazo[1,2-a]pyridin-3-yl)methyl)(methyl)carbamate